N-(5-chloro-6-(2H-1,2,3-triazol-2-yl)pyridin-3-yl)-1-(6-fluoroimidazo[1,2-a]pyridin-5-yl)-5-(trifluoromethyl)-1H-pyrazole-4-carboxamide ClC=1C=C(C=NC1N1N=CC=N1)NC(=O)C=1C=NN(C1C(F)(F)F)C1=C(C=CC=2N1C=CN2)F